(R)-N-(5-((6-(3-(3-(benzyloxy)-phenyl)isoxazolidin-2-yl)pyrimidin-4-yl)amino)-2-(4-(4-cycloprop-ylpiperazin-1-yl)-piperidin-1-yl)-4-methoxyphenyl)-acrylamide C(C1=CC=CC=C1)OC=1C=C(C=CC1)[C@@H]1N(OCC1)C1=CC(=NC=N1)NC=1C(=CC(=C(C1)NC(C=C)=O)N1CCC(CC1)N1CCN(CC1)C1CC1)OC